Cyclopentyl (S)-4-methyl-2-(3-(3-(5-methyl-1,2,4-oxadiazol-3-yl)benzamido)-6-(methylamino)hexanamido)thiazole-5-carboxylate CC=1N=C(SC1C(=O)OC1CCCC1)NC(C[C@H](CCCNC)NC(C1=CC(=CC=C1)C1=NOC(=N1)C)=O)=O